C(C=C)(=O)N1[C@H](CN(C[C@H]1C)C1=NC(N2C3=C(C(=C(C=C13)C(F)(F)F)C1=CC(=CC=C1)Cl)SC[C@@H]2COC)=O)C (S)-7-((3S,5R)-4-acryloyl-3,5-dimethylpiperazin-1-yl)-10-(3-chlorophenyl)-3-(methoxymethyl)-9-(trifluoromethyl)-2,3-dihydro-5H-[1,4]thiazino[2,3,4-ij]quinazolin-5-one